BrC=1C=NN(C1)CC1(COC1)F 4-bromo-1-[(3-fluorooxetan-3-yl)methyl]pyrazole